(3R)-1-[7-chloro-1,2,3,4-tetrahydronaphthalen-2-yl]-3-[(4-methanesulfonylphenoxy)methyl]piperidine ClC1=CC=C2CCC(CC2=C1)N1C[C@@H](CCC1)COC1=CC=C(C=C1)S(=O)(=O)C